5-((6-((5-Chloro-2-(3-(trifluoromethyl)-1H-pyrazol-1-yl)pyrimidin-4-yl)amino)-3-methyl-2-oxo-2,3-dihydro-1H-benzo[d]imidazol-1-yl)methyl)-5-ethyl-3-methyloxazolidin-2-on ClC=1C(=NC(=NC1)N1N=C(C=C1)C(F)(F)F)NC=1C=CC2=C(N(C(N2C)=O)CC2(CN(C(O2)=O)C)CC)C1